N-(3-methoxybenzyl)-3-((4-methylpiperazin-1-yl)methyl)-N-(3-(pyrrolidin-1-yl)benzyl)aniline COC=1C=C(CN(C2=CC(=CC=C2)CN2CCN(CC2)C)CC2=CC(=CC=C2)N2CCCC2)C=CC1